4-(3-(2,4-difluoro-3-(propylsulfonamido)benzoyl)-1H-pyrrolo[2,3-b]pyridin-5-yl)-N-(2-hydroxyethoxy)benzamide FC1=C(C(=O)C2=CNC3=NC=C(C=C32)C3=CC=C(C(=O)NOCCO)C=C3)C=CC(=C1NS(=O)(=O)CCC)F